NC=1C=C(C=C(C1)C(F)(F)F)[C@@H](C)NC(=O)C1=NN(C(C=C1)=O)C1=C(C=CC=C1)COC N-[(1R)-1-[3-amino-5-(trifluoromethyl)phenyl]ethyl]-1-[2-(methoxymethyl)phenyl]-6-oxo-pyridazine-3-carboxamide